FC1=CC=C(C=C1)[C@@H]1N(CCC2=CC=C(C=C12)C(NC)=O)C(=O)OC(C)(C)C tert-butyl (S)-1-(4-fluorophenyl)-7-(methylcarbamoyl)-3,4-dihydroisoquinoline-2(1H)-carboxylate